C(CCCCCCC\C=C/C\C=C/CCCCC)(=O)OCC(COC(CCC(OCCCCCCC(C(F)(F)F)(F)F)OCCCCCCC(C(F)(F)F)(F)F)=O)COC(CCCN1CCCC1)=O 3-((4,4-bis((7,7,8,8,8-pentafluorooctyl)oxy)butanoyl)oxy)-2-(((4-(pyrrolidin-1-yl)butanoyl)oxy)methyl)propyl (9Z,12Z)-octadeca-9,12-dienoate